C(C)(C)(C)OC(=O)N1CCN(CC1)C1=NC(=C(C=C1)[N+](=O)[O-])\C=C\N(C)C (E)-4-(6-(2-(dimethylamino)vinyl)-5-nitropyridin-2-yl)piperazine-1-carboxylic acid tert-butyl ester